[N+](=O)([O-])C1=C(C=C(C(=O)OC)C=C1)NC[C@H]1OCC1 methyl 4-nitro-3-[[(2S)-oxetan-2-yl]methylamino]benzoate